FCCCCO 1-(3-fluoropropyl)methanol